12-[(1R)-1-aminoethyl]-10-fluoro-8-oxo-5,6-dihydro-1,6-naphthyridino[5,6-b]quinazoline-3-carbonitrile N[C@H](C)C=1C=C(C=C2C(N3C(=NC12)C=1C=CC(=NC1CC3)C#N)=O)F